FC(C1CCN(C2(CC2)C1)C(=O)OC(C)(C)C)F tert-butyl 7-(difluoromethyl)-4-azaspiro[2.5]octane-4-carboxylate